CC1(NC(CC(C1)NC1CC(NC(C1)(C)C)(C)C)(C)C)C bis-(2,2,6,6-tetramethyl-4-piperidyl)-amine